8-amino-8-toluenesulfonyloxynaphthalene-3,6-disulfonic acid NC1(CC(=CC=2C=C(C=CC12)S(=O)(=O)O)S(=O)(=O)O)OS(=O)(=O)CC1=CC=CC=C1